FC(CC[C@H]1N(S(C2=C(N(C1)C1=CC=C(C=C1)F)C=C(C(=C2)OC[C@H](C(=O)OC)C)C(F)(F)F)(=O)=O)C)(C)F methyl (R)-3-(((R)-3-(3,3-difluorobutyl)-5-(4-fluorophenyl)-2-methyl-1,1-dioxido-7-(trifluoromethyl)-2,3,4,5-tetrahydrobenzo[f][1,2,5]thiadiazepin-8-yl)oxy)-2-methylpropanoate